O=C1NC(C(N1)(C=1N=CSC1C(F)(F)F)CNC(=O)C=1C(=CC=C(C1)F)C1=CC=C(C=C1)C(F)(F)F)=O N-({2,5-dioxo-4-[5-(trifluoromethyl)-1,3-thiazol-4-yl]imidazolidin-4-yl}methyl)-4-fluoro-4'-(trifluoromethyl)[biphenyl]-2-carboxamide